COC1=C(C=C(C=C1)OC)C=1C=C2CC(C(C2=CC1)NC(O[C@@H]1CN2CCC1CC2)=O)(CC)CC (S)-quinuclidin-3-yl (5-(2,5-dimethoxyphenyl)-2,2-diethyl-2,3-dihydro-1H-inden-1-yl)carbamat